C1(CC1)COC1=C(C=C(C=C1)CN1CCCC1)C=1C2=C(C(N(C1)C)=O)NC=C2 4-[2-(cyclopropylmethoxy)-5-(pyrrolidin-1-ylmethyl)phenyl]-6-methyl-1,6-dihydro-7H-pyrrolo[2,3-c]pyridin-7-one